2-(2-(3-(Aminomethyl)-3-fluoropyrrolidin-1-yl)-5-fluoro-1H-benzo[d]imidazol-1-yl)-N-methyl-N-(2,2,2-trifluoroethyl)acetamid NCC1(CN(CC1)C1=NC2=C(N1CC(=O)N(CC(F)(F)F)C)C=CC(=C2)F)F